methyl 3,3-dimethylpiperidine-4-carboxylate CC1(CNCCC1C(=O)OC)C